ClC=1C(=C(C=CC1F)N(C(=O)[C@H]1N(C(N(C1)C(=O)[O-])=O)C1=CC(=C2C(=N1)C=CC2)C(F)(F)F)C)F (S)-4-((3-chloro-2,4-difluorophenyl)(methyl)carbamoyl)-2-oxo-3-(4-(trifluoromethyl)-5H-cyclopenta[b]pyridin-2-yl)imidazolidine-1-carboxylate